COCCO[C@H]1[C@@H](O[C@@H]([C@H]1O)CO)N1C(=O)N=C(N)C(=C1)C 2'-O-(2-methoxyethyl)-5-methylcytidine